FC1=C(C=C(CC2=NNC(C3=CC=CC=C23)=O)C=C1)N1C(C(C2=CC=CC=C12)(C)O)=O 4-(4-Fluoro-3-(3-hydroxy-3-methyl-2-oxoindolin-1-yl)benzyl)phthalazin-1(2H)-one